NC1=CC2=CN(N=C2C=C1C1=COC=C1)CC(C)(O)C 1-(5-amino-6-(furan-3-yl)-2H-indazol-2-yl)-2-methylpropan-2-ol